[Cu].[Ba].[Y].ClC=1C(=C(C=CC1)[C@H]1[C@@H](N[C@H]([C@]1(CN[C@H]1CNCC1)C1=C(C=C(C=C1)Cl)F)CC(C)(C)C)C(=O)N)F (2R,3S,4S,5S)-3-(3-chloro-2-fluorophenyl)-4-(4-chloro-2-fluorophenyl)-5-neopentyl-4-((((R)-pyrrolidin-3-YL)amino)methyl)pyrrolidine-2-carboxamide yttrium-barium-copper